C[C@@H]1CN(C[C@H](N1)C)[C@H](C(=O)NC=1C=CC=C2C(=CNC12)C1=NC(=NC=C1F)NC1=C(C(=CC=C1)S(=O)(=O)C)F)CC (S)-2-((3R,5R)-3,5-Dimethylpiperazin-1-yl)-N-(3-(5-fluoro-2-((2-fluoro-3-(methylsulfonyl)phenyl)amino)pyrimidin-4-yl)-1H-indol-7-yl)butanamid